N-(2,2,2-trifluoroacetyl)-S-vinyl-cysteine methyl ester COC([C@@H](NC(C(F)(F)F)=O)CSC=C)=O